amyl 2-hydroxybenzoate (amyl salicylate) C(CCCC)OC=1C(C(=O)O)=CC=CC1.OC1=C(C(=O)OCCCCC)C=CC=C1